1-(4-fluorophenyl)-4-methoxy-N-(4-([2-(5-{[(2-methoxyethyl)amino]methyl}pyridin-2-yl)thieno[3,2-b]pyridin-7-yl]oxy)phenyl)-2-oxo-1,2-dihydropyridine-3-carboxamide FC1=CC=C(C=C1)N1C(C(=C(C=C1)OC)C(=O)NC1=CC=C(C=C1)OC1=C2C(=NC=C1)C=C(S2)C2=NC=C(C=C2)CNCCOC)=O